NC1=C(C=C(N=N1)C1=C(C=CC=C1)O)N1CCC2(CC1)CCN(CC2)C2=CC(=NC=C2)C#CCN2CCCCCC2 2-(6-amino-5-(9-(2-(3-(azepan-1-yl)prop-1-yn-1-yl)pyridin-4-yl)-3,9-diazaspiro[5.5]undecan-3-yl)pyridazin-3-yl)phenol